C(C)C(C(CO)=C)CC[C@@H](C)[C@H]1CC[C@H]2[C@@H]3CC=C4CCCC[C@]4(C)[C@H]3CC[C@]12C 24-ethylcholesta-5,25(27)-dienol